S(=O)(=O)(O)O.C(C(C)Cl)Cl propylene chloride sulfate